N[C@H]1CN(CCC1)C(=O)C=1C=C2C=3N(CCN(C3C1)S(=O)(=O)C1=CC=C(C=C1)Cl)C(=N2)C=2N(C1=CC=CC=C1C2)CC2CC2 (R)-(3-aminopiperidin-1-yl)(6-((4-chlorophenyl)sulfonyl)-2-(1-(cyclopropylmethyl)-1H-indol-2-yl)-5,6-dihydro-4H-imidazo[1,5,4-de]quinoxalin-8-yl)methanone